7-((6-(4-(dimethylamino)piperidin-1-yl)-5-methylpyridin-3-yl)methyl)-2-(heptane-4-yloxy)imidazo[2,1-f][1,2,4]triazin-4-amine CN(C1CCN(CC1)C1=C(C=C(C=N1)CC1=CN=C2C(=NC(=NN21)OC(CCC)CCC)N)C)C